ClC1=C(C=C(C=C1)F)C1NC(C2=C1C(=CC1=C(N(N=C21)C)CC2C(CC2)(F)F)NC(C2=CC(=CC(=C2)C(F)(F)F)F)=O)=O N-[6-(2-chloro-5-fluorophenyl)-3-[(2,2-difluorocyclobutyl)methyl]-2-methyl-8-oxo-7,8-dihydro-6H-pyrrolo[4,3-g]indazol-5-yl]-3-fluoro-5-(trifluoromethyl)benzamide